6-(5-chloro-2-fluorophenyl)-N-{3H-imidazo[4,5-b]pyridin-7-yl}-2H,3H,4H-pyrido[3,2-b][1,4]-oxazin-8-amine ClC=1C=CC(=C(C1)C=1C=C(C=2OCCNC2N1)NC1=C2C(=NC=C1)NC=N2)F